N[C@@H](CC(=O)O)C(=O)O.C1(=CC=CC=C1)CCC1=CC=CC=C1 Bibenzyl-L-aspartate